(hydroxymethyl) sulfate S(=O)(=O)(OCO)[O-]